CN(C(C1=CC=C(C=C1)C=1C=NC(=NC1)NC=1C=NC=CC1)=O)C N,N-dimethyl-4-(2-(pyridin-3-ylamino)-pyrimidin-5-yl)-benzamide